C(C1=CC=CC=C1)OC1=C(C=C(C(=N1)C(=O)OC)N(C(=O)OC(C)(C)C)C(=O)OC(C)(C)C)C(F)(F)F methyl 6-(benzyloxy)-3-(bis(tert-butoxycarbonyl)amino)-5-(trifluoromethyl)picolinate